dicyclohexyl-[2-[2,4,6-tri(propan-2-yl)phenyl]phenyl]phosphane C1(CCCCC1)P(C1=C(C=CC=C1)C1=C(C=C(C=C1C(C)C)C(C)C)C(C)C)C1CCCCC1